(R)-1-(2-chloropyridin-3-yl)ethyl (4-(5-((R)-2,2-difluorocyclobutane-1-carboxamido) pyridin-2-yl)-1-methyl-1H-1,2,3-triazol-5-yl)carbamate FC1([C@H](CC1)C(=O)NC=1C=CC(=NC1)C=1N=NN(C1NC(O[C@H](C)C=1C(=NC=CC1)Cl)=O)C)F